trans-3-(4-hydroxy-3,5-dimethylphenyl)acrylic acid OC1=C(C=C(C=C1C)/C=C/C(=O)O)C